C(C)(C)(C)OC(NC)=O N-methyl-carbamic acid rac-tert-butyl ester